1,6-bis(3,4-dihydroxyphenyl)hexane-1,6-dione OC=1C=C(C=CC1O)C(CCCCC(=O)C1=CC(=C(C=C1)O)O)=O